C(C)(C)OC=1C=CC(=NC1)C1=NN=C(O1)N(C=1C(=NC=C(C1)C(F)(F)F)NC(C)=O)C N-(3-((5-(5-isopropoxypyridin-2-yl)-1,3,4-oxadiazol-2-yl)(methyl)amino)-5-(trifluoromethyl)pyridin-2-yl)acetamide